[N+](=O)([O-])C1=CC=C(C=C1)N(C1=CC=2C(C3=CC(=CC=C3C2C=C1)CCCCCCCC)(CCCCCCCC)CCCCCCCC)C1=CC=CC=C1 N-(4-nitrophenyl)-7,9,9-trioctyl-N-phenyl-9H-fluoren-2-amine